N-[5-[2-[5-(2-aminoethyl)pyridin-2-yl]-5-cyanophenoxy]-1-methylpyrazol-3-yl]acetamide NCCC=1C=CC(=NC1)C1=C(OC2=CC(=NN2C)NC(C)=O)C=C(C=C1)C#N